COC1=C(C=CC=C1)[C@H]1[C@@H](C12C(C1=CC=CC=C1C2=O)=O)C(=O)OC methyl (2S,3R)-3-(2-methoxyphenyl)-1',3'-dioxo-1',3'-dihydrospiro[cyclopropane-1,2'-indene]-2-carboxylate